COC1=C(C=CC(=C1)C)B(O)O 2-METHOXY-4-METHYLPHENYLBORONIC ACID